NC1CCC(CC1)O 4-amino-cyclohexanol